O1CCN(CC1)C1=CC(=CC2=C1N=C(O2)N)C2=NC=NC(=N2)NC2CCOCC2 4-morpholino-6-(((tetrahydro-2H-pyran-4-yl)amino)-1,3,5-triazin-2-yl)benzo[d]oxazol-2-amine